BrCC1=C(C=C(C=C1)Cl)CBr 1,2-bis(bromomethyl)-4-chlorobenzene